ClCC(=CC(=O)OC(C)(C)C)CCl tert-Butyl 4-chloro-3-(chloromethyl)-2-butenoate